CC1=C(C=C(OCC2N(CCC2)C(=O)[O-])C=C1)C(NC1(CC1)C1=C2C=CC=NC2=CC=C1)=O 2-((4-methyl-3-((1-(quinolin-5-yl)cyclopropyl)carbamoyl)phenoxy)methyl)pyrrolidine-1-carboxylate